C(C(C)C)C=1C=CC(=C(C1)C1=CC=C(C=C1)CN1C(=NC=C1)C1CC1)S(=O)(=O)NC(OC)=O methyl ((5-isobutyl-4'-((2-(cyclopropan-2-yl)-1H-imidazol-1-yl)methyl)-[1,1'-biphenyl]-2-yl)sulfonyl)carbamate